4-methyl-1-penten-3-ol CC(C(C=C)O)C